C(C)OC(C(F)(F)C=1C=NC(=NC1)Cl)=O.ClC1=CC=C(C=C1)NC(CN(S(=O)(=O)C1=CC=CC=C1)C1CCN(CC1)C)=O N-(4-chlorophenyl)-2-(N-(1-methylpiperidin-4-yl)benzenesulfonamido)acetamide ethyl-2-(2-chloropyrimidin-5-yl)-2,2-difluoroacetate